tert-butyl 4-(4-(4,4,5,5-tetramethyl-1,3,2-dioxaborolan-2-yl)phenoxy)piperidine-1-carboxylate CC1(OB(OC1(C)C)C1=CC=C(OC2CCN(CC2)C(=O)OC(C)(C)C)C=C1)C